NC1=CC=NN1C1=NN=C(S1)NC(=O)C=1OC(C(=C(C1)C1=C(C=CC=C1OC)OC)OCCOC)=O N-[5-(5-aminopyrazol-1-yl)-1,3,4-thiadiazol-2-yl]-4-(2,6-dimethoxyphenyl)-5-(2-methoxyethoxy)-6-oxopyran-2-carboxamide